1-(naphthalen-1-ylmethyl)-4-(phenylamino)-piperidine-4-carboxylic acid C1(=CC=CC2=CC=CC=C12)CN1CCC(CC1)(C(=O)O)NC1=CC=CC=C1